(S)-2-(Tert-butoxycarbonylamino)-3-(2-nitrophenoxy)propanoic acid C(C)(C)(C)OC(=O)N[C@H](C(=O)O)COC1=C(C=CC=C1)[N+](=O)[O-]